BrC=1C(=NC=NC1OCF)C1CC1 5-bromo-4-cyclopropyl-6-(fluoromethoxy)pyrimidine